ClC=1C=CC=C2C=CC=C(C12)C(C(=O)OCC)(F)F ethyl 2-(8-chloro-1-naphthyl)-2,2-difluoro-acetate